(R)-N-(5-(4-(azetidin-2-ylmethoxy)-1-methyl-1H-pyrazol-5-yl)pyrazolo[1,5-a]pyridin-2-yl)cyclopropanecarboxamide N1[C@H](CC1)COC=1C=NN(C1C1=CC=2N(C=C1)N=C(C2)NC(=O)C2CC2)C